C(C)N1C(NC2=CC(=C(C=C2C1=O)F)CN1CCN(CC1)C=1C=CC(=NC1F)C(=O)NC)=O 5-(4-((3-ethyl-6-fluoro-2,4-dioxo-1,2,3,4-tetrahydroquinazolin-7-yl)methyl)piperazin-1-yl)-6-fluoro-N-methylpyridinecarboxamide